C(C1=CC=CC=C1)OC1=C(C(=O)OCC2=CC=CC=C2)C=CC(=C1)N(C(=O)[C@@H]1N(CCC1)C(C1=C(C(=C(C(=C1F)F)F)F)F)=O)CC1=CC=C(C=C1)C1CCCCC1 benzyl (R)-2-(benzyloxy)-4-(N-(4-cyclohexylbenzyl)-1-(perfluorobenzoyl)pyrrolidine-2-carboxamido)benzoate